spiro[azetidine-3,3'-pyrrolo[3,4-b][1,4,5]oxathiazepine]-6'-carboxamide 1',1'-dioxide hydrochloride Cl.S1(C=2C(OCC3(N1)CNC3)=C(NC2)C(=O)N)(=O)=O